nonylphenoxy vinyl ether C(=C)OOC1=C(C=CC=C1)CCCCCCCCC